CN(C)CC=1N=C(OC1)N(CC1=CC(=CC=C1)N1CCOCC1)CC1=CC(=CC=C1)OC 4-((dimethylamino)methyl)-N-(3-methoxybenzyl)-N-(3-morpholinophenylmethyl)oxazol-2-amine